CSC1=CC=C(C=C1)C(C)=O 4'-(Methylthio)acetophenone